ClC=1C(=CC(=NC1)NC1CCN(CC1)CC=1C(=C2CN(C(C2=CC1)=O)C1C(NC(CC1)=O)=O)F)C1=NC(=CC=C1)NCC1(CCOCC1)C#N 4-(((5'-chloro-2'-((1-((2-(2,6-dioxopiperidin-3-yl)-4-fluoro-1-oxoisoindolin-5-yl)methyl)piperidin-4-yl)amino)-[2,4'-bipyridin]-6-yl)amino)methyl)tetrahydro-2H-pyran-4-carbonitrile